acrylic acid isethionate S(=O)(=O)(O)CCO.C(C=C)(=O)O